2,3-dichloro-2-butene ClC(C)=C(C)Cl